1,3-bis(4-neopentyloxybutyl)imidazolium C(C(C)(C)C)OCCCCN1C=[N+](C=C1)CCCCOCC(C)(C)C